C(C=C)N1C(NN=CC1=O)=O 4-allyl-1,2,4-triazine-3,5(2H,4H)-dione